C(C)N1C=2N=CC(=CC2C=2C=CC(=CC2N(C1=O)C1=C(C=C(C=C1F)NCCNCCCC(=O)O)F)C(F)(F)F)F 4-{[2-({4-[8-ethyl-4-fluoro-9-oxo-13-(trifluoromethyl)-6,8,10-triazatricyclo[9.4.0.02,7]pentadeca-1(11),2(7),3,5,12,14-hexaen-10-yl]-3,5-difluorophenyl}amino)ethyl]amino}butanoic acid